6-(4-[[(2S)-2-methylmorpholin-4-yl]methyl]phenyl)-4-[(3S)-piperidin-3-ylamino]pyrido[3,2-d]pyrimidine-8-carboxamide dihydrochloride Cl.Cl.C[C@H]1CN(CCO1)CC1=CC=C(C=C1)C=1C=C(C=2N=CN=C(C2N1)N[C@@H]1CNCCC1)C(=O)N